CC(C)(C1=CC=C(C=C1)O)C2=CC=C(C=C2)O The molecule is a bisphenol that is 4,4'-methanediyldiphenol in which the methylene hydrogens are replaced by two methyl groups. It has a role as a xenoestrogen, an environmental contaminant, a xenobiotic and an endocrine disruptor.